4-(4-(1-Tosylazetidine-3-carbonyl)-3,4-dihydro-2H-pyrido[4,3-b][1,4]oxazine-8-yl)benzonitrile S(=O)(=O)(C1=CC=C(C)C=C1)N1CC(C1)C(=O)N1C2=C(OCC1)C(=CN=C2)C2=CC=C(C#N)C=C2